(1R*,3R*,4S*)-3-azido-1-(3-(5-bromopyrimidin-2-yl)benzyl)-4-fluorocyclopentane-1-carboxylic acid N(=[N+]=[N-])[C@@H]1C[C@](C[C@@H]1F)(C(=O)O)CC1=CC(=CC=C1)C1=NC=C(C=N1)Br |o1:3,5,7|